2-[(2,4-dimethoxyphenyl)methylamino]-6-(5-methyl-3,4-dihydro-2H-quinoxalin-1-yl)-8-(4-morpholinophenyl)pyrido[2,3-d]pyrimidin-7-one COC1=C(C=CC(=C1)OC)CNC=1N=CC2=C(N1)N(C(C(=C2)N2CCNC1=C(C=CC=C21)C)=O)C2=CC=C(C=C2)N2CCOCC2